12,12-diethoxy-3,5-dodecadiene C(C)OC(CCCCCC=CC=CCC)OCC